C=CC(CCCCC)OC(C(C)(C)O)=O Alpha-hydroxyisobutyric acid 1-octen-3-yl ester